Dimethyl-magnesium C[Mg]C